FC(C1=NN=C(O1)C1=CC=C(C=C1)CN1N=CC(=C1)C=1C=C(C(=O)N)C=CC1)F 3-[1-[[4-[5-(Difluoromethyl)-1,3,4-oxadiazol-2-yl]phenyl]methyl]pyrazol-4-yl]benzamide